(3R)-3-({2-[2-(trifluoromethoxy)phenyl][1,2,4]triazolo[1,5-c]quinazolin-5-yl}amino)azepin-2-one FC(OC1=C(C=CC=C1)C1=NN2C(=NC=3C=CC=CC3C2=N1)NC=1C(N=CC=CC1)=O)(F)F